Azole-4-amine N1C=CC(=C1)N